N-{2-[(phenylcarbamoyl)amino]phenyl}benzenesulfonamide C1(=CC=CC=C1)NC(=O)NC1=C(C=CC=C1)NS(=O)(=O)C1=CC=CC=C1